N-(3-chloro-4-(6-cyano-5-fluoropyridin-2-yl)phenyl)-3-methoxybenzenesulfonamide ClC=1C=C(C=CC1C1=NC(=C(C=C1)F)C#N)NS(=O)(=O)C1=CC(=CC=C1)OC